ClCC(=O)N1CC(C=2C1=CN(C(C2)=O)CC2=C(C=C(C=C2)F)F)(C)C 1-(2-chloro-acetyl)-6-(2,4-difluoro-benzyl)-3,3-dimethyl-1,2,3,6-tetrahydro-pyrrolo[2,3-c]pyridin-5-one